5-fluoro-N-(1-(3-fluoropropyl)azetidin-3-yl)-6-((6S,8R)-8-methyl-7-(2,2,3-trifluoropropyl)-6,7,8,9-tetrahydro-3H-pyrazolo[4,3-f]isoquinolin-6-yl)pyridin-3-amine FC=1C=C(C=NC1[C@H]1N([C@@H](CC2=C3C(=CC=C12)NN=C3)C)CC(CF)(F)F)NC3CN(C3)CCCF